CC=1C=CC(=NC1)[C@H]1CN(CCO1)C(=O)[O-] (R)-2-(5-Methylpyridin-2-yl)morpholin-4-carboxylate